tert-butyl 3-[5-[1-[(2S,4R)-4-hydroxy-2-[[(1S)-1-[4-(4-methylthiazol-5-yl)phenyl]ethyl]carbamoyl]pyrrolidine-1-carbonyl]-2-methyl-propyl]isoxazol-3-yl]oxyazetidine-1-carboxylate O[C@@H]1C[C@H](N(C1)C(=O)C(C(C)C)C1=CC(=NO1)OC1CN(C1)C(=O)OC(C)(C)C)C(N[C@@H](C)C1=CC=C(C=C1)C1=C(N=CS1)C)=O